C(C)OC=1C=CC2=C(SC3=C2C=CC(=C3F)OCC3=CC(=C(C(=C3)F)F)F)C1F 3-ethoxy-4,6-difluoro-7-[(3,4,5-trifluorophenyl)methoxy]dibenzothiophene